5-bromo-6-methyl-4-(trifluoromethyl)pyridin-2-amine BrC=1C(=CC(=NC1C)N)C(F)(F)F